C(C)OC(=O)N1CCCC(C1)OCC 5-ethoxypiperidine-1-carboxylic acid ethyl ester